O1NC12CCCCC2 1-oxa-2-azaspiro[2.5]octane